5-ethylpyrazolo[1,5-a]pyrimidin-7-ol C(C)C1=NC=2N(C(=C1)O)N=CC2